5-(1-hydroxyethyl)-2,7-dimethyl-3-(o-tolyl)isoquinolin-1(2H)-one OC(C)C1=C2C=C(N(C(C2=CC(=C1)C)=O)C)C1=C(C=CC=C1)C